FC(OC=1C=C(C=C(C#N)C1)OC1=C=C=C2C(C(C2=C1C(F)(F)F)=O)(F)F)F 5-difluoromethoxy-3-(8,8-difluoro-7-oxo-5-trifluoromethylbicyclo[4.2.0]oct-1,3,5-triene-2-enyloxy)benzonitrile